O=C1NC(CCC1N1C(C2=CC=CC(=C2C1=O)SCCCCCCCI)=O)=O 2-(2,6-dioxopiperidin-3-yl)-4-(7-iodoheptylthio)isoindoline-1,3-dione